C(C)(C)(C)OC(=O)N1CCC2(CC1)C(C1=CC(C=CN1C2)=O)O 1-hydroxy-7-oxo-1,7-dihydro-3H-spiro[indolizine-2,4'-piperidine]-1'-carboxylic acid tert-butyl ester